[Si](C1=CC=CC=C1)(C1=CC=CC=C1)(C(C)(C)C)O[C@@H]1C[C@@H](N(CC1)CC1=C2C=CN(C2=C(C=C1OC)C)C(=O)OC(C)(C)C)C1=CC=C(C=C1)C(=O)OC |r| (±)-tert-butyl 4-(((cis)-4-((tert-butyldiphenylsilyl)oxy)-2-(4-(methoxycarbonyl)phenyl)piperidin-1-yl)methyl)-5-methoxy-7-methyl-1H-indole-1-carboxylate